O=C1C=C(OC2=C1C=CC=1N=C(NC12)C(F)(F)F)C1=CC=C(C=C1)C1=CCCCN1C(=O)OC(C)(C)C tert-butyl 6-(4-(6-oxo-2-(trifluoromethyl)-1,6-dihydrochromeno[7,8-d]imidazol-8-yl)phenyl)-3,4-dihydropyridine-1(2H)-carboxylate